tert-butyl 4-(2-(3-(2,4-dioxotetrahydropyrimidin-1(2H)-yl)-1-methyl-1H-indazol-6-yl)ethyl)piperidine-1-carboxylate O=C1N(CCC(N1)=O)C1=NN(C2=CC(=CC=C12)CCC1CCN(CC1)C(=O)OC(C)(C)C)C